ClC1=CC=C(C(=C1)F)C1=C(C(=C(C=C1F)F)F)F 4-chloro-2',3',4',6,6'-pentafluoro-[1,1'-biphenyl]